CC(C)=C1CCC(CC1)N1CCC(CC1)N1C(=C(C2=CC=CC=C12)CN1CCCC1)CNC(C)=O N-((1-(1-(4-(propan-2-ylidene)cyclohexyl)piperidin-4-yl)-3-(pyrrolidin-1-ylmethyl)-1H-indol-2-yl)methyl)acetamide